β,β,3-trifluoro-5-(trifluoromethyl)-benzenepropanoic acid FC(CC(=O)O)(C1=CC(=CC(=C1)C(F)(F)F)F)F